N1CC(C1)C#CC=1C(=C(C(=CC1)O)N1CC(NS1(=O)=O)=O)F 5-(3-(azetidin-3-ylethynyl)-2-fluoro-6-hydroxyphenyl)-1,2,5-thiadiazolidin-3-one 1,1-dioxide